FC(S(=O)(=O)C=1C=C(C(=O)OC)C=CC1S(=O)(=O)C(F)(F)F)(F)F methyl 3,4-bistrifluoromethanesulfonylbenzoate